isoxazol-3-ol O1N=C(C=C1)O